C(CCCCCCCCCCCCCCC)(=O)NCCC1=CC(O)=C(O)C=C1 N-palmitoyl-dopamine